CC1(C2=C(C3=C(O1)C=C(C=C3O)CCCCC)C=C(C=C2)C)C 6,6,9-trimethyl-3-pentyl-6H-dibenzo(B,D)pyran-1-ol